The molecule is a pyridone that is pyridin-2(1H)-one substituted by a methyl group at position 6 and a 1-hydroxybutyl group at position 5. It has been isolated from Penicillium chrysogenum. It has a role as a metabolite and a Penicillium metabolite. It is a pyridone and a secondary alcohol. CCC[C@@H](C1=C(NC(=O)C=C1)C)O